5-benzyl-N-((2R,3S)-2,5-dimethyl-4-oxo-2,3,4,5-tetrahydropyrido[3,2-b][1,4]oxazepin-3-yl)oxazole-2-carboxamide C(C1=CC=CC=C1)C1=CN=C(O1)C(=O)N[C@@H]1C(N(C2=C(O[C@@H]1C)C=CC=N2)C)=O